CC1=NN(C(=C1C1=CC(=CC2=C1N=CS2)C#N)C)COCC[Si](C)(C)C 4-(3,5-dimethyl-1-((2-(trimethylsilyl)ethoxy)methyl)-1H-pyrazol-4-yl)benzo[d]thiazole-6-carbonitrile